NCCCN1C(=NC=C1)CCCCCCCCCCC 1-(3-aminopropyl)-2-undecylimidazole